ClC1=C2C3=C(N=CN=C3C(=C1C1=C(C=CC=3NN=NC31)C)F)N3[C@H](CO2)CN(CC3)C(C=C)=O 1-[(8aS)-6-chloro-4-fluoro-5-(5-methyl-1H-benzotriazol-4-yl)-8a,9,11,12-tetrahydropyrazino[2',1':3,4][1,4]oxazepino[5,6,7-de]quinazolin-10(8H)-yl]prop-2-en-1-one